CC(CNC(OC(C)(C)C)=O)CC(C(C1=CC=CC=C1)=O)C tert-butyl N-(2,4-dimethyl-5-oxo-5-phenyl-pentyl)carbamate